OC[C@@H](C)[C@H]1[C@@H](C[C@@H](CC1)C)O (1R,2S,5R)-2-((S)-1-hydroxypropan-2-yl)-5-methylcyclohexan-1-ol